C(CN)CN=C(N)N aminopropylguanidine